isopropyl 4-((5-azaspiro[2.4]heptan-5-yl) methyl)-6-cyclopropylpicolinate C1CC12CN(CC2)CC2=CC(=NC(=C2)C2CC2)C(=O)OC(C)C